(thio)ketone S=C=O